tert-butyl 7-((tert-butyldimethylsilyl)oxy)-3,9-diazabicyclo[3.3.1]nonane-3-carboxylate [Si](C)(C)(C(C)(C)C)OC1CC2CN(CC(C1)N2)C(=O)OC(C)(C)C